BrC1=CC2=CC=CC=C2C(=C1)Br 2,4-dibromonaphthalene